3-((4-((3,4-dichloro-2-fluorophenyl)amino)-7-methoxy-quinazolin-6-yl)oxy)piperidine-1-carbonitrile ClC=1C(=C(C=CC1Cl)NC1=NC=NC2=CC(=C(C=C12)OC1CN(CCC1)C#N)OC)F